C(C)(C)(C)OC(=O)N1CCC(CC1)C([2H])([2H])OCC1=CC=NC=C1 4-((pyridin-4-ylmethoxy)methyl-d2)Piperidine-1-carboxylic acid tert-butyl ester